O[C@H](CO)C1=CC=C(C=N1)NC(=O)[C@@H]1O[C@](C[C@H]1C1=C(C(=C(C=C1)F)F)OCC)(C(F)(F)F)C (2R,3S,5R)-N-(6-((S)-1,2-dihydroxyethyl)pyridin-3-yl)-3-(2-ethoxy-3,4-difluorophenyl)-5-methyl-5-(trifluoromethyl)tetrahydrofuran-2-carboxamide